Methyl 8-fluoro-2-methyl-6-(4,4,5,5-tetramethyl-1,3,2-dioxaborolan-2-yl)quinoline-4-carboxylate FC=1C=C(C=C2C(=CC(=NC12)C)C(=O)OC)B1OC(C(O1)(C)C)(C)C